[Si](C)(C)(C(C)(C)C)OC[C@@H]1N(C(C=C1)=O)C(=O)OC(C)(C)C tert-butyl (R)-2-(((tert-butyldimethylsilyl)oxy)methyl)-5-oxo-2,5-dihydro-1H-pyrrole-1-carboxylate